ClC1=C(C=CC(=C1)N(C1COC1)C)[C@@H]1COCCCN1C1=NC(=NC(=C1)C)N |r| (+/-)-4-[3-[2-chloro-4-[methyl(oxetan-3-yl)amino]phenyl]-1,4-oxazepan-4-yl]-6-methyl-pyrimidin-2-amine